ClC1=C(C=C(C=C1)OC)O 2-Chloro-5-methoxy-phenol